O=C1C2COCC(CN1C(=O)OC(C)(C)C)N2C(=O)OCC2=CC=CC=C2 O9-benzyl O7-tert-butyl 6-oxo-3-oxa-7,9-diazabicyclo[3.3.1]nonane-7,9-dicarboxylate